4-[(1R)-1-aminoethyl]-2-{6-[(5R)-5-(fluoromethyl)-6,7-dihydro-5H-pyrrolo[2,1-c][1,2,4]triazol-3-yl]pyridin-2-yl}-6-[methyl(propan-2-yl)amino]-2,3-dihydro-1H-pyrrolo[3,4-c]pyridin-1-one N[C@H](C)C1=NC(=CC2=C1CN(C2=O)C2=NC(=CC=C2)C=2N1C(=NN2)CC[C@@H]1CF)N(C(C)C)C